N-(1-((tert-butoxycarbonyl)aminomethyl)cyclohexyl)-5-bromo-2-chloropyrimidine-4-amine C(C)(C)(C)OC(=O)NCC1(CCCCC1)NC1=NC(=NC=C1Br)Cl